C(N(C(C([2H])[2H])[2H])C([2H])([2H])[2H])([2H])([2H])[2H] N,N-bis(methyl-d3)ethan-1-amine-1,2,2-d3